ClC=1C=C(C=C(C1)C=1C(=NC=C(C1)SC(F)(F)F)C=1C=NC(=CC1)C)S(=O)(=O)C 5-chloro-6'-methyl-3-methylsulfonylphenyl-5-trifluoromethylsulfanyl-2,3'-bipyridine